cyclopentyl 3,3-dimethyl-butyl ether CC(CCOC1CCCC1)(C)C